NC1=NC=CC=C1C1=NC=2C(=NC(=CC2)C2=NN(C=C2)C(F)F)N1C=1C=C2CC[C@@H](C2=CC1)NC(C1=C(C=C(C(=C1)C=O)O)F)=O N-[(1S)-5-[2-(2-aminopyridin-3-yl)-5-[1-(difluoromethyl)pyrazol-3-yl]imidazo[4,5-b]pyridin-3-yl]-2,3-dihydro-1H-inden-1-yl]-2-fluoro-5-formyl-4-hydroxybenzamide